CN1C(N(C2=NC(=NC=C12)NC=1C(=CC=2N(C1)N=CN2)C)C2CCN(CC2)CC#N)=O 2-(4-(7-methyl-2-((7-methyl-[1,2,4]triazolo[1,5-a]pyridin-6-yl)amino)-8-oxo-7,8-dihydro-9H-purin-9-yl)piperidin-1-yl)acetonitrile